tert-butyl-1-(3,5-dichlorophenyl)-8-(2-fluoro-3-(hydroxymethyl)phenyl)-7-methoxy-N-methyl-1,4-dihydrobenzopyrano[4,3-c]pyrazole-3-carboxamide C(C)(C)(C)C1OC2=C(C=C(C(=C2)OC)C2=C(C(=CC=C2)CO)F)C=2N(N=C(C21)C(=O)NC)C2=CC(=CC(=C2)Cl)Cl